COC1=C(C(=O)NC2C(CN(CC2)C(=O)OCC2=CC=CC=C2)=O)C=CC=C1[N+](=O)[O-] benzyl 4-(2-methoxy-3-nitrobenzamido)-3-oxopiperidine-1-carboxylate